Cyclohex-anamine C1(CCCCC1)N